N1(N=NC=C1)C[C@]1(C[C@H](N(C1)C(CN1N=C(C2=CC(=CC=C12)C=1C=NC(=NC1)C)C(C)=O)=O)C(=O)NC1=NC(=CC=C1C)Br)F (2S,4R)-4-((1H-1,2,3-triazol-1-yl)methyl)-1-(2-(3-acetyl-5-(2-methylpyrimidin-5-yl)-1H-indazol-1-yl)acetyl)-N-(6-bromo-3-methylpyridin-2-yl)-4-fluoropyrrolidine-2-carboxamide